2-allylmercapto-5-(3,4-dimethoxyphenyl)-5,6-dihydropyrido[2,3-d]pyrimidine-4,7(3h,8h)-dione C(C=C)SC=1NC(C2=C(N1)NC(CC2C2=CC(=C(C=C2)OC)OC)=O)=O